N1(C=NC=C1)C(C=1C=C(C=CC1)N1C(C2=CC(=CC(=C2C1)C(F)(F)F)CNC1(CCC1)C)=O)C1=NN=CN1C 2-(3-((1H-imidazol-1-yl)(4-methyl-4H-1,2,4-triazol-3-yl)methyl)phenyl)-6-(((1-methylcyclobutyl)amino)methyl)-4-(trifluoromethyl)isoindolin-1-one